CN(C1=C(C=NC2=C(C(=CC=C12)F)C1=C(C(=CC(=C1)F)F)F)C(=O)O)C 4-(dimethylamino)-7-fluoro-8-(2,3,5-trifluorophenyl)quinoline-3-carboxylic acid